C(CC)(=O)OC1CC(N(C(C1)(C)C)O)(C)C 1-oxyl-2,2,6,6-tetramethylpiperidin-4-yl propanoate